3-(4-fluoro-4'-methoxy-2',6'-dimethyl-5-(trifluoroMethyl)-(1,1'-biphenyl)-3-yl)propanoic acid ethyl ester C(C)OC(CCC=1C=C(C=C(C1F)C(F)(F)F)C1=C(C=C(C=C1C)OC)C)=O